(R)-(4-methyl-3-((1-(naphthalen-1-yl)ethyl)carbamoyl)benzyl)glycine CC1=C(C=C(CNCC(=O)O)C=C1)C(N[C@H](C)C1=CC=CC2=CC=CC=C12)=O